N-((4-(3-(tert-butyl)-1,2,4-oxadiazol-5-yl)bicyclo[2.2.2]octan-1-yl)methyl)-N-(3-(2-ethoxypyrimidin-5-yl)phenyl)-3-fluorobicyclo[1.1.1]pentane-1-carboxamide C(C)(C)(C)C1=NOC(=N1)C12CCC(CC1)(CC2)CN(C(=O)C21CC(C2)(C1)F)C1=CC(=CC=C1)C=1C=NC(=NC1)OCC